C(C)OC(NC1=C(C=C(C=C1)NCC=1SC(=CC1)F)N)=O {2-Amino-4-[(5-fluoro-thiophen-2-ylmethyl)-amino]-phenyl}-carbamic acid ethyl ester